OC1CNC(CN(C1)C(=O)[O-])CCC(C)C 6-hydroxy-3-isopentyl-1,4-diazepane-1-carboxylate